3-(8-azaspiro[4.5]decan-8-yl)propanamide C1CCCC12CCN(CC2)CCC(=O)N